OC=1C(=NN(C1C)C(C)C)C(C)C 4-Hydroxy-5-methyl-1,3-diisopropyl-pyrazol